5-fluoro-2-[(3S,4R,5R)-4-fluoro-3-hydroxy-5-methyl-1-piperidyl]-6-[[3-(3-hydroxy-3-methyl-butyl)-1-methyl-2-oxo-benzimidazol-5-yl]amino]pyridine-3-carbonitrile FC=1C=C(C(=NC1NC1=CC2=C(N(C(N2CCC(C)(C)O)=O)C)C=C1)N1C[C@@H]([C@@H]([C@@H](C1)C)F)O)C#N